2-(5-((1H-imidazol-1-yl)methyl)furan-2-yl)-N-(tert-butyl)-4-isobutylbenzenesulfonamide N1(C=NC=C1)CC1=CC=C(O1)C1=C(C=CC(=C1)CC(C)C)S(=O)(=O)NC(C)(C)C